ethyl 9-[4-(dimethylamino)-N-(8-methoxy-8-oxooctyl)butanamido]-2-fluorooctadecanoate Ethyl-(2Z)-9-[4-(dimethylamino)-N-(8-methoxy-8-oxooctyl)butanamido]-2-fluorooctadec-2-enoate C(C)OC(/C(=C/CCCCCC(CCCCCCCCC)N(C(CCCN(C)C)=O)CCCCCCCC(=O)OC)/F)=O.CN(CCCC(=O)N(CCCCCCCC(=O)OC)C(CCCCCCC(C(=O)OCC)F)CCCCCCCCC)C